(2-amino-6-(3-fluoro-2-(3-fluoropropyl)phenyl)imidazo[1,2-a]pyridin-3-yl)((1S,2S)-2-fluorocyclopropyl)methanone NC=1N=C2N(C=C(C=C2)C2=C(C(=CC=C2)F)CCCF)C1C(=O)[C@H]1[C@H](C1)F